pentyl 5-methylsulfonyl-4-oxo-1-[4-(trifluoromethoxy)phenyl]cinnoline-3-carboxylate CS(=O)(=O)C1=C2C(C(=NN(C2=CC=C1)C1=CC=C(C=C1)OC(F)(F)F)C(=O)OCCCCC)=O